C(C)(C)OC=1C=C2C(=NN(C2=CC1)C(C1=CC=CC=C1)(C1=CC=CC=C1)C1=CC=CC=C1)C=1C=C(C(N(N1)C)=O)N1CCOCC1 6-(5-isopropoxy-1-trityl-1H-indazol-3-yl)-2-methyl-4-(N-morpholinyl)pyridazin-3(2H)-one